O=C1N(CCCC1)CC(=O)N 2-(2-oxopiperidin-1-yl)acetamide